6-[(E)-2-(3-ethyl-4-pyridyl)vinyl]-3,3-dimethyl-1,4-dihydroquinolin-2-one C(C)C=1C=NC=CC1/C=C/C=1C=C2CC(C(NC2=CC1)=O)(C)C